4-[(tert-butylamino)methyl]-1-[4-(3-fluorophenoxy)-6-(trifluoromethyl)pyrimidin-2-yl]piperidin-4-ol C(C)(C)(C)NCC1(CCN(CC1)C1=NC(=CC(=N1)OC1=CC(=CC=C1)F)C(F)(F)F)O